OC1(CC(C1)C=1N=C2N(C(=CC(=C2)O)C(F)(F)F)C1)C 2-((cis)-3-hydroxy-3-methylcyclobutyl)-5-(trifluoromethyl)imidazo[1,2-a]pyridin-7-ol